sulfonylaminoacetic acid S(=O)(=O)=NCC(=O)O